5-bromo-3-(2-(dimethylamino)vinyl)-2-cyanopyridine BrC=1C=C(C(=NC1)C#N)C=CN(C)C